3-(cyclopropylmethoxy)-N-(3,5-dichloropyridin-4-yl)-4-((7-(4-(2-(2,6-dioxo-piperidin-3-yl)-6-fluoro-1-oxoisoindolin-4-yl)piperidin-1-yl)heptyl)oxy)benzamide C1(CC1)COC=1C=C(C(=O)NC2=C(C=NC=C2Cl)Cl)C=CC1OCCCCCCCN1CCC(CC1)C1=C2CN(C(C2=CC(=C1)F)=O)C1C(NC(CC1)=O)=O